FC1=C(C(=O)C2=CC=C(C(=O)N3CCN(CC3)C(=O)C3=CC=NC=C3)C=C2)C(=CC=C1OC)OC (4-(4-(2-fluoro-3,6-dimethoxybenzoyl)benzoyl)piperazin-1-yl)(pyridin-4-yl)methanone